1-bromo-2-(methyl-sulfinyl)benzene BrC1=C(C=CC=C1)S(=O)C